(2S,5S)-5-[(S)-2-Benzoylamino-3-(4-hydroxy-phenyl)-propionylamino]-4-oxo-1,2,4,5,6,7-hexahydro-azepino[3,2,1-hi]indole-2-carboxylic acid (1H-[1,2,3]triazol-4-ylmethyl)-amide N1N=NC(=C1)CNC(=O)[C@H]1N2C3=C(C=CC=C3C1)CC[C@@H](C2=O)NC([C@H](CC2=CC=C(C=C2)O)NC(C2=CC=CC=C2)=O)=O